8-methyl-8-phenoxycarbonyltetracyclo[4.4.0.12,5.17,10]dodec-3-ene CC1(C2C3C4C=CC(C3C(C1)C2)C4)C(=O)OC4=CC=CC=C4